1-(cyclopropylmethyl)-1H-1,2,4-triazole-3-carboxylic acid C1(CC1)CN1N=C(N=C1)C(=O)O